Butyl Phenyl Carbonate C(OCCCC)(OC1=CC=CC=C1)=O